(4-toluenesulfonyloxy)imino-4-methoxybenzyl cyanide CC1=CC=C(C=C1)S(=O)(=O)ON=C(C1=CC=C(C=C1)OC)C#N